FC1=C(OC2=C3C(=NC=C2)N(C=C3C3=C(C=C(C=C3)OC)F)COCC[Si](C)(C)C)C(=CC(=C1)[N+](=O)[O-])F 4-(2,6-difluoro-4-nitrophenoxy)-3-(2-fluoro-4-methoxyphenyl)-1-{[2-(trimethylsilyl)ethoxy]methyl}-1H-pyrrolo[2,3-b]pyridine